BrC=1C=C(C=C(C1)C=1C=NN(C1)C1COC1)S(=O)(=O)N(C)C 3-bromo-N,N-dimethyl-5-(1-(oxetan-3-yl)-1H-pyrazol-4-yl)benzenesulfonamide